[Co].[La].[Ni] Nickel-lanthanum-cobalt